BrC1=C(C=CC2=C1N=CS2)Cl 4-bromo-5-chlorobenzo[d]thiazole